tert-Butyl 4-hydroxy-4-oxanecarboxylate OC1(CCOCC1)C(=O)OC(C)(C)C